O[C@H]1[C@@H](CN(CC1)C(=O)OCC1=CC=CC=C1)N1C(CCCC1)=O trans-Benzyl 4'-hydroxy-2-oxo-1,3'-bipiperidine-1'-carboxylate